N1(CCCC2=CC=CC=C12)CCC(=O)NCC1=CSC=C1 3-(3,4-dihydroquinolin-1(2H)-yl)-N-(thien-3-ylmethyl)propanamide